N[C@@H](CCC(=O)CC(=O)N)C(=O)O L-gamma-glutamyl-acetamide